(S)-1-(4-(4-(3-aminoprop-1-yn-1-yl)phenyl)-4-hydroxypiperidin-1-yl)-2-(4-(4-chlorophenyl)-2,3,9-trimethyl-6H-thieno[3,2-f][1,2,4]triazolo[4,3-a][1,4]diazepin-6-yl)ethan-1-one NCC#CC1=CC=C(C=C1)C1(CCN(CC1)C(C[C@H]1C=2N(C3=C(C(=N1)C1=CC=C(C=C1)Cl)C(=C(S3)C)C)C(=NN2)C)=O)O